5-bromo-N4-(3-methoxy-2,6-dimethylphenyl)pyrimidine-2,4-diamine BrC=1C(=NC(=NC1)N)NC1=C(C(=CC=C1C)OC)C